BrCCOC1=CC=C2CCC(NC2=C1)=O 7-(2-bromoethoxy)-3,4-dihydroquinolin-2(1H)-one